6-fluorophenol FC1=CC=CC=C1O